N[C@@H]1CN(C[C@@H]([C@@H]1NC(OC)=O)C)C1=C(C=NC=C1)NC(=O)C1=NC(=CC=C1N)C1=C(C=CC(=C1)C(NC(C)C)=O)F methyl N-[(3R,4S,5S)-3-amino-1-[3-[[3-amino-6-[2-fluoro-5-(propan-2-ylcarbamoyl)phenyl]pyridine-2-carbonyl]amino]pyridin-4-yl]-5-methylpiperidin-4-yl]carbamate